4-((1H-pyrazol-4-yl)amino)-6-chloropyridazine-3-carboxylic acid methyl ester COC(=O)C=1N=NC(=CC1NC=1C=NNC1)Cl